cis-N-({4-Methyl-2-[6-methyl-3-(2H-1,2,3-triazol-2-yl)pyridin-2-carbonyl]-2-azabicyclo[3.1.1]heptan-3-yl}methyl)-5-(trifluoromethyl)pyrazin-2-amin CC1C(N(C2CC1C2)C(=O)C2=NC(=CC=C2N2N=CC=N2)C)CNC2=NC=C(N=C2)C(F)(F)F